C(C)OCN1C=C(C2=C(C=CC=C12)OC(C)OC)CCN(C)C 2-(1-(ethoxymethyl)-4-(1-methoxyethoxy)-1H-indol-3-yl)-N,N-dimethylethan-1-amine